3,4,5-trimethyl-6-(piperazin-1-yl)pyridazine CC=1N=NC(=C(C1C)C)N1CCNCC1